5-(trifluoromethyl)-1H-pyrrolo[2,3-b]pyridine-4-carboxylic acid FC(C1=C(C2=C(N=C1)NC=C2)C(=O)O)(F)F